3-(8-amino-2-(2-fluorophenoxy)-5-(pyrimidin-4-yl)-[1,2,4]triazolo[1,5-a]pyrazin-6-yl)benzonitrile NC=1C=2N(C(=C(N1)C=1C=C(C#N)C=CC1)C1=NC=NC=C1)N=C(N2)OC2=C(C=CC=C2)F